C(C)C=1C=NC(=NC1)OC1=CC=C(C(=O)O)C=C1 4-((5-ethylpyrimidin-2-yl)oxy)benzoic acid